ethylenediamine, monohydrate O.C(CN)N